8-(5-(5-fluoro-2-methoxypyridin-4-yl)-1H-pyrazole-3-carbonyl)-N-((3S,6r)-1-methyl-6-(trifluoromethyl)piperidin-3-yl)-8-azabicyclo[3.2.1]octane-3-carboxamide FC=1C(=CC(=NC1)OC)C1=CC(=NN1)C(=O)N1C2CC(CC1CC2)C(=O)N[C@@H]2CN([C@H](CC2)C(F)(F)F)C